BrC1=C(C=C(C(=C1)C)Br)C 1,4-dibromo-2,5-xylene